FC1=CC=C(C=C1)C(N1C(CN(CC1)C1=C(C(N(C2=CC=C(N=C12)C#N)C)=O)C#N)C(=O)O)C1=CC=C(C=C1)F 1-(bis(4-fluorophenyl)methyl)-4-(3,6-dicyano-1-methyl-2-oxo-1,2-dihydro-1,5-naphthyridin-4-yl)piperazine-2-carboxylic acid